NC([C@@H](O)[C@@H](O)[C@H](O)[C@H](O)CO)O aminomannitol